FC1=C(C=CC=C1NS(=O)(=O)NC)CN1C(OC2=C([C@H]1C)C=CC(=C2)OC2=NC=CC=N2)=O (R)-3-{[2-fluoro-3-(methylaminosulfonylamino)phenyl]methyl}-4-methyl-7-(2-pyrimidinyloxy)-3,4-dihydro-2H-1,3-benzoxazin-2-one